ClC1=NC2=CC=CC=C2C=C1NC(=O)N1CC(C2=CC=CC=C12)O N-(2-chloroquinolin-3-yl)-3-hydroxyindoline-1-carboxamide